C(C)(=O)NC1=CC=C(C=C1)NC(=O)C1=CN=CO1 N-(4-acetamidophenyl)oxazole-5-carboxamide